4-(prop-1-yn-3-yl)-morpholine C#CCN1CCOCC1